NC=1N=NC(=CC1N1C[C@H](CCC1)C1=C(C=C(C(=O)N2CCC(CC2)(F)CN2CCC(CC2)N2C=C(C3=CC(=CC=C23)N2CNCC=C2)C)C=C1)CC)C1=C(C=CC=C1)O (R)-1-(1-(1-((1-(4-(1-(3-Amino-6-(2-hydroxyphenyl)pyridazin-4-yl)piperidin-3-yl)-3-ethylbenzoyl)-4-fluoropiperidin-4-yl)methyl)piperidin-4-yl)-3-methyl-1H-indol-5-yl)dihydropyrimidine